7-(6-chloro-3-pyridyl)-2-azabicyclo[2.2.2]oct-5-ene ClC1=CC=C(C=N1)C1C2NCC(C=C2)C1